(1r,2s)-2-{3-[(5-methoxy-2-methylpyrimidin-4-yl)amino]-1H-indazol-6-yl}spiro[cyclopropane-1,3'-indol]-2'(1'H)-one COC=1C(=NC(=NC1)C)NC1=NNC2=CC(=CC=C12)[C@@H]1C[C@@]12C(NC1=CC=CC=C21)=O